NC1=C(C2=C(S1)C(C(CC2)(CC2CC2)C#N)=O)C(=O)N 2-Amino-6-cyano-6-(cyclopropylmethyl)-7-oxo-4,5,6,7-tetrahydrobenzo[b]thiophene-3-carboxamide